tert-butyl (E)-3-(4-((diphenylmethylene)amino)benzylidene)pyrrolidine-1-carboxylate C1(=CC=CC=C1)C(C1=CC=CC=C1)=NC1=CC=C(\C=C/2\CN(CC2)C(=O)OC(C)(C)C)C=C1